(S)-2-((2S,3R)-3-((tert-butoxycarbonyl)amino)-2-hydroxy-4-phenylbutanamido)-3-(4-fluorophenyl)propanoic acid C(C)(C)(C)OC(=O)N[C@@H]([C@@H](C(=O)N[C@H](C(=O)O)CC1=CC=C(C=C1)F)O)CC1=CC=CC=C1